C(C)(=O)NC1CC=C(CC1)C1=CCC(CN1C(=O)OC(C)(C)C)C tert-butyl 6-(4-acetamidocyclohexen-1-yl)-3-methyl-3,4-dihydro-2H-pyridine-1-carboxylate